C(C)(C)(C)S(=O)(=NCC=1N=C2N(C=CC(=C2)C2=NOC(=N2)C(F)(F)F)C1)C tert-butyl(methyl)(((7-(5-(trifluoromethyl)-1,2,4-oxadiazol-3-yl)imidazo[1,2-a]pyridin-2-yl)methyl)imino)-λ6-sulfanone